CC1=C(C=2N(C=C1C1=C(C=3N=C(SC3N1)C1CCC(CC1)NC1CS(CC1)(=O)=O)C(C)C)N=CN2)C 3-((4-(5-(7,8-dimethyl-[1,2,4]triazolo[1,5-a]pyridin-6-yl)-6-isopropyl-4H-pyrrolo[3,2-d]thiazol-2-yl)cyclohexyl)amino)tetrahydrothiophene 1,1-dioxide